pinacol naphthalate C1(=CC=CC2=CC=CC=C12)C(=O)OC(C)(C)C(C)(C)O